N5-((1R,3R,5S,6s)-3-Hydroxybicyclo[3.1.0]hexan-6-yl)-N3-methyl-1-((S)-1-phenylethyl)-1H-pyrazole-3,5-dicarboxamide OC1C[C@H]2C([C@H]2C1)NC(=O)C1=CC(=NN1[C@@H](C)C1=CC=CC=C1)C(=O)NC